ClC=1C=C2C(=C(N(C(C2=CC1)=O)C1CCCC1)C(=O)O)C1=CC(=C(C=C1)F)Cl 6-Chloro-4-(3-chloro-4-fluorophenyl)-2-cyclopentyl-1-oxo-1,2-dihydroisoquinoline-3-carboxylic Acid